N-(2-aminophenyl)-3-bromo-4-chloro-2-fluorobenzamide NC1=C(C=CC=C1)NC(C1=C(C(=C(C=C1)Cl)Br)F)=O